C(C)(C)(C)C=1C=C(C=CC1)C=1C=C2CC(C(C2=CC1)NC(O[C@@H]1CN2CCC1CC2)=O)(CC)CC (S)-quinuclidin-3-yl (5-(3-(tert-butyl)phenyl)-2,2-diethyl-2,3-dihydro-1H-inden-1-yl)carbamat